17-(O-Carboxymethyloximino)-5α-androstan-3α-ol C(=O)(O)CON=C1[C@]2(C)[C@@H](CC1)[C@@H]1CC[C@H]3C[C@@H](CC[C@]3(C)[C@H]1CC2)O